isopropoxycarbonyloxymethyl (3R)-2-hydroxy-7-methoxy-3-(1,3,4-thiadiazol-2-ylsulfanyl)-3,4-dihydro-1,2-benzoxaborinine-8-carboxylate OB1OC2=C(C[C@@H]1SC=1SC=NN1)C=CC(=C2C(=O)OCOC(=O)OC(C)C)OC